C(=O)C1=C(O)C=C(C(=C1O)C=O)O 2,4-diformylphloroglucinol